ClC=1C=CC2=C([C@H](CCO2)NC(CC2=NC(=NN2CC2CC2)C2=CC(=C(C=C2)Cl)F)=O)C1 N-[(4S)-6-Chloro-3,4-dihydro-2H-1-benzopyran-4-yl]-2-[3-(4-chloro-3-fluorophenyl)-1-(cyclopropylmethyl)-1H-1,2,4-triazol-5-yl]acetamid